2-methyl-N-((R)-8-azaspiro[4.5]decan-1-yl)propane-2-sulfinamide (9Z,11E)-tetradeca-9,11-dien-1-yl-acetate C(CCCCCCC\C=C/C=C/CC)CC(=O)O.CC(C)(C)S(=O)N[C@@H]1CCCC12CCNCC2